FC=1C=C(C=CC1)C(CC(=O)NC1(CC1)C1=CC(=CC=C1)F)O 3-Fluoro-N-[1-(3-fluorophenyl)cyclopropyl]-β-hydroxybenzenepropanamide